C(\C=C\CCCC)(=O)O 2E-heptenoic acid